N-(2-(3,3-difluoropyrrolidin-1-yl)-4-(4-fluoro-1-methyl-1H-pyrazol-5-yl)pyridin-3-yl)-2-iso-propylpyrimidine-5-carboxamide FC1(CN(CC1)C1=NC=CC(=C1NC(=O)C=1C=NC(=NC1)C(C)C)C1=C(C=NN1C)F)F